FC12CCC(C1)(C2)N2CC=C(C=C2)NC(CC2=C(C=CC=C2)F)=O N-(4-Fluoro-1-bicyclo[2.1.1]hexanyl)-4-[[2-(2-fluorophenyl)acetyl]amino]pyridin